(1S,4R,5R)-2-benzyl-2-azabicyclo[3.2.1]octan-4-amine C(C1=CC=CC=C1)N1[C@H]2CC[C@@H]([C@H](C1)N)C2